tert-butyl (2R,5S)-5-amino-2-{5-[2-(trifluoro-methoxy) ethoxy]-1,3,4-oxadiazol-2-yl}piperidine-1-carboxylate N[C@H]1CC[C@@H](N(C1)C(=O)OC(C)(C)C)C=1OC(=NN1)OCCOC(F)(F)F